CNC(=O)C1=NC=C(C=C1C)NC1=NC=CC(=N1)N1C[C@H]2CC[C@@H](C1)N2CC2(COC2)C N,3-dimethyl-5-[(4-{(1R,5S)-8-[(3-methyloxetan-3-yl)methyl]-3,8-diazabicyclo[3.2.1]oct-3-yl}pyrimidin-2-yl)amino]pyridine-2-carboxamide